2-phenyl-6-tolyl-4H-thiopyran C1(=CC=CC=C1)C=1SC(=CCC1)C1=C(C=CC=C1)C